acryloyloxyundecyldimethoxymethylsilane tert-butyl-4-(3-oxo-3-((3-oxo-4-(trifluoromethyl)-3,5,6,7-tetrahydro-2H-cyclopenta[c]pyridazin-7-yl)amino)propyl)piperidine-1-carboxylate C(C)(C)(C)OC(=O)N1CCC(CC1)CCC(NC1CCC=2C1=NNC(C2C(F)(F)F)=O)=O.C(C=C)(=O)OCCCCCCCCCCC[SiH2]C(OC)OC